[N+](=[N-])=CC([C@H](C[C@H]1C(NCC1)=O)NC(OC(C)(C)C)=O)=O tert-butyl ((S)-4-diazo-3-oxo-1-((S)-2-oxopyrrolidin-3-yl)butan-2-yl)carbamate